6-((17-hydroxy-3,6,9,12,15-pentaoxaheptadecyloxy)naphthalen-1-yl)(5-methyl-3-(morpholinomethyl)-2,3-dihydro-[1,4]oxazino[2,3,4-hi]indol-6-yl)methanone OCCOCCOCCOCCOCCOCCOC1=C(C2=CC=CC=C2C=C1)C1(C(N2C3=C(C=CC=C13)OCC2CN2CCOCC2)C)C=O